[Br-].C1(CCCC1)[C@@](C(=O)OC1C[N+](CC1)(C)CC(=O)OCC)(O)C1=CC=CC=C1 (2R,1'S,3'R)-3-(2-cyclopentyl-2-phenyl-2-hydroxyacetoxy)(ethoxycarbonylmethyl)-1-methylpyrrolidinium bromide